4-((3-((4'-(1,1,1,3,3,3-hexafluoro-2-hydroxypropan-2-yl)-2-methyl-[1,1'-biphenyl]-4-yl)methyl)-3,8-diazabicyclo[3.2.1]octan-8-yl)methyl)pyridin-2-ol FC(C(C(F)(F)F)(O)C1=CC=C(C=C1)C1=C(C=C(C=C1)CN1CC2CCC(C1)N2CC2=CC(=NC=C2)O)C)(F)F